4-(4'-chlorobiphenyl-4-yl)-9-phenyl-9H-carbazole ClC1=CC=C(C=C1)C1=CC=C(C=C1)C1=CC=CC=2N(C3=CC=CC=C3C12)C1=CC=CC=C1